CC12C(C(=CC=C1)C)O2 2,6-dimethylphenylene oxide